OC1(CCCC2=CC=C(C=C12)OC)C hydroxy-7-methoxy-1-methyl-1,2,3,4-tetrahydronaphthalene